(5-(4-chloro-2-(1-cyclopropylethyl)-3-oxo-2,3-dihydro-1H-pyrrolo[3,4-c]Pyridin-6-yl)-4-methylthiazol-2-yl)carbamic acid tert-butyl ester C(C)(C)(C)OC(NC=1SC(=C(N1)C)C1=CC2=C(C(=N1)Cl)C(N(C2)C(C)C2CC2)=O)=O